BrC1=C(C=C2C(=NN(C2=C1)C1OCCCC1)F)F 6-bromo-3,5-difluoro-1-(oxan-2-yl)indazole